C(C)(C)S(=O)(=O)C1=CC=C(S1)C(=O)NCC1=CC=C(C=C1)C(F)(F)F 5-(isopropylsulfonyl)-N-(4-(trifluoromethyl)benzyl)thiophene-2-carboxamide